10,12-pentacosadiynamine C(CCCCCCCCC#CC#CCCCCCCCCCCCC)N